N[C@@H](CC(=O)OCC)C=1C=C(C=C(C1F)C)C1=C(C=C(C=C1C)C(F)(F)F)O ethyl (3S)-3-amino-3-[4-fluoro-2'-hydroxy-5,6'-dimethyl-4'-(trifluoromethyl)-[1,1'-biphenyl]-3-yl]propanoate